FC1=C(C=2N(C=C1)N=CN2)CCC[C@H]2C[C@@H]1N(CCN(C1)C1=NC=C(C=C1)F)C2=O (7S,8aS)-7-(3-{7-fluoro-[1,2,4]triazolo[1,5-a]pyridin-8-yl}propyl)-2-(5-fluoropyridin-2-yl)-octahydropyrrolo[1,2-a]pyrazin-6-one